4-Bromo-2,3-Difluorophenylbenzylether BrC1=C(C(=C(C=C1)C(C1=CC=CC=C1)OC(C1=CC=CC=C1)C1=C(C(=C(C=C1)Br)F)F)F)F